4-(Difluoromethyl)-2-hydroxy-6-(pyridin-2-ylmethoxy)benzoic acid FC(C1=CC(=C(C(=O)O)C(=C1)OCC1=NC=CC=C1)O)F